methyl 6-((((2-amino-3-methyl-6-quinolinyl)carbonyl)((1R)-1-(3-fluoro-2-pyridinyl)ethyl)amino)methyl)-3-pyridinecarboxylate NC1=NC2=CC=C(C=C2C=C1C)C(=O)N([C@H](C)C1=NC=CC=C1F)CC1=CC=C(C=N1)C(=O)OC